2-amino-2-(2-chlorophenyl)-7-hydroxycycloheptane-1-one hydrochloride salt Cl.NC1(C(C(CCCC1)O)=O)C1=C(C=CC=C1)Cl